1-(1-acryloylpyrrolidin-3-yl)-N-benzyl-3-(4-(trifluoromethyl)-phenyl)-1H-indazole-7-carboxamide C(C=C)(=O)N1CC(CC1)N1N=C(C2=CC=CC(=C12)C(=O)NCC1=CC=CC=C1)C1=CC=C(C=C1)C(F)(F)F